8-p-Cymenol CC1=CC=C(C=C1)C(C)(C)O